N-methyl-4-((2-methyl-5-(3-((4-methylpiperazin-1-yl)methyl)-5-(trifluoromethyl)benzamido)benzyl)amino)picolinamide CNC(C1=NC=CC(=C1)NCC1=C(C=CC(=C1)NC(C1=CC(=CC(=C1)C(F)(F)F)CN1CCN(CC1)C)=O)C)=O